5-[(5-{3-[(3S)-3-aminobutoxy]-5-methoxypyridin-4-yl}-1H-pyrazol-3-yl)amino]pyrazine-2-carbonitrile N[C@H](CCOC=1C=NC=C(C1C1=CC(=NN1)NC=1N=CC(=NC1)C#N)OC)C